1-(3-(tert-butyl)-1-phenyl-1H-pyrazol-5-yl)-3-(2-methyl-4-((3-oxo-3,4-dihydropyrido[2,3-b]pyrazin-8-yl)oxy)phenyl)urea C(C)(C)(C)C1=NN(C(=C1)NC(=O)NC1=C(C=C(C=C1)OC1=CC=NC=2NC(C=NC21)=O)C)C2=CC=CC=C2